FC1=C2C=CN(C2=CC(=C1OC=1C=CC(=C(C1)C1=NC(=NN1CC(CO)O)C(C)C=1C(=C(C=CC1)CCC(=O)OCC)F)OCOC)F)COCC[Si](C)(C)C ethyl 3-[3-[1-[5-[5-[4,6-difluoro-1-(2-trimethylsilylethoxymethyl)indol-5-yl]oxy-2-(methoxymethoxy)phenyl]-1-(2,3-dihydroxypropyl)-1,2,4-triazol-3-yl]ethyl]-2-fluoro-phenyl]propanoate